5-ethyl-3-fluoro-2-(4-{[(3R)-1-methylpiperidin-3-yl]amino}pyrrolo[1,2-d][1,2,4]triazin-1-yl)phenol formate C(=O)OC1=C(C(=CC(=C1)CC)F)C=1C=2N(C(=NN1)N[C@H]1CN(CCC1)C)C=CC2